3,17-dioxo-1,19-bis(4-methoxyphenyl)-2,18-bis(4-methoxybenzyl)-4,6,8,12,14,16-hexaoxa-2,10,18-triaza-10-methyl-nonadecane O=C(N(CC1=CC=C(C=C1)OC)CC1=CC=C(C=C1)OC)OCOCOCN(COCOCOC(N(CC1=CC=C(C=C1)OC)CC1=CC=C(C=C1)OC)=O)C